N-methyl-2'-oxo-2-(quinolin-4-yl)-2',3'-dihydro-1'H-[1,5'-bi-benzo[d]imidazole]-5-carboxamide CNC(=O)C1=CC2=C(N(C(=N2)C2=CC=NC3=CC=CC=C23)C2=CC3=C(NC(N3)=O)C=C2)C=C1